[Y].C(CCCCCCC\C=C/CCCCCCCC)(=O)O oleic acid yttrium